(S)-4-((2-(4-fluorophenoxy)ethyl)(4-(5,6,7,8-tetrahydro-1,8-naphthyridin-2-yl)butyl)amino)-2-((6-phenylpyrimidin-4-yl)amino)butanoic acid FC1=CC=C(OCCN(CC[C@@H](C(=O)O)NC2=NC=NC(=C2)C2=CC=CC=C2)CCCCC2=NC=3NCCCC3C=C2)C=C1